4-{2-(morpholin-4-yl)-8-[1-(tetrahydro-2H-pyran-2-yl)-1H-pyrazol-5-yl]-1,7-naphthyridin-4-yl}piperazin-2-one N1(CCOCC1)C1=NC2=C(N=CC=C2C(=C1)N1CC(NCC1)=O)C1=CC=NN1C1OCCCC1